ClC1=CC(=C(C=N1)C1=NN=C(S1)C1CC(C1)NC(OC(C)(C)C)=O)NC tert-butyl N-[(1r,3r)-3-{5-[6-chloro-4-(methylamino)pyridin-3-yl]-1,3,4-thiadiazol-2-yl}cyclobutyl]carbamate